CC1=CC(=NC(=N1)C=1C=NN(C1)C1OCCCC1)C(=O)N[C@@H]1CC[C@H](CC1)NCC(F)(F)F 6-methyl-2-(1-(tetrahydro-2H-pyran-2-yl)-1H-pyrazol-4-yl)-N-(trans-4-((2,2,2-trifluoroethyl)amino)cyclohexyl)pyrimidine-4-carboxamide